8-(1-aminoethyl)-3,6-dimethyl-2-(2-oxa-7-azaspiro[3.5]nonan-7-yl)quinazolin-4(3H)-one NC(C)C=1C=C(C=C2C(N(C(=NC12)N1CCC2(COC2)CC1)C)=O)C